COC=1C=C(CNCCC(C)C)C=CC1OC N-(3,4-dimethoxybenzyl)-N-isopentylamine